(1R*,4R*)-2-((S*)-2-((2,5-bis(trifluoromethyl)pyrazolo[1,5-a]pyrimidin-7-yl)amino)-1-(4-fluorophenyl)ethyl)-2-azabicyclo[2.2.1]heptan-5-ol FC(C1=NN2C(N=C(C=C2NC[C@H](C2=CC=C(C=C2)F)N2[C@H]3CC([C@@H](C2)C3)O)C(F)(F)F)=C1)(F)F |o1:12,21,24|